OC1=CC=C(C2=CC=CC=C12)C1(OC(=O)C2=CC=CC=C12)C1=CC=C(C2=CC=CC=C12)O 3,3-bis(4-hydroxy-1-naphthyl)phthalide